(cyclohexa-2,5-diene-1,4-diylidene)bis(4-toluenesulfonamide) C1(C=CC(C=C1)=CC1=CC=C(C=C1)S(=O)(=O)N)=CC1=CC=C(C=C1)S(=O)(=O)N